N[C@H](C)C=1C=C(C=C2C(N(C(=NC12)C=1C=NN(C1)C)C)=O)Cl (R)-8-(1-aminoethyl)-6-chloro-3-methyl-2-(1-methyl-1H-pyrazol-4-yl)quinazolin-4(3H)-one